C(=C)C1=CC=C(CN2CCNCCNCCNCC2)C=C1 1-(4-Vinylbenzyl)-1,4,7,10-tetraazacyclododecane